2-(bis(3-chloro-4-fluorophenyl)methyl)-4-(methylthio)-1H-imidazole ClC=1C=C(C=CC1F)C(C=1NC=C(N1)SC)C1=CC(=C(C=C1)F)Cl